C[C@H]([C@H]1C(=O)OC(=N1)NC2=C3C(=NC=N2)N(C=N3)[C@H]4[C@@H]([C@@H]([C@H](O4)CO)O)O)O The molecule is an oxazolidinone that is the N(6)-(4S)-4-[(1R)-1-hydroxyethyl]-5-oxo-1,3-oxazolidin-2-ylidene derivative of adenosine. Obtained by cyclocondensation of N(6)-threonylcarbamoyladenosine. It is a member of adenosines, an oxazolidinone, a gamma-lactone and a L-threonine derivative.